3-benzylimidazo[1,2-a]pyridin-1-ium bromide [Br-].C(C1=CC=CC=C1)C1=C[NH+]=C2N1C=CC=C2